C(CCCCC)C(CCCOC(CCCCCN(CCOCCOCCN(C)C)CCCCCC(=O)OCCCC(CCCCCC)CCCCCC)=O)CCCCCC 4-hexyldecyl 11-(6-((4-hexyldecyl)oxy)-6-oxohexyl)-2-methyl-5,8-dioxa-2,11-diazaheptadecan-17-oate